(E)-2-cyano-3-[4-methoxy-3-(3-methoxypropoxy)anilino]prop-2-enoic acid ethyl ester C(C)OC(\C(=C\NC1=CC(=C(C=C1)OC)OCCCOC)\C#N)=O